Cl.CC1=CC=C(C=C1)N[C@H](C)C(=O)N (4-methylphenyl)-D-alaninamide hydrochloride